1-((tert-butyldimethylsilyl)oxy)-4-chlorobutane-1,1-d [Si](C)(C)(C(C)(C)C)OC(CCCCl)([2H])[2H]